(+-)-8-SEC-BUTYLQUINOLINE [C@@H](C)(CC)C=1C=CC=C2C=CC=NC12 |r|